O1CCN(CC1)C1=CC(NC(=C1)N1[C@@H](CCC1)CC1=CC(=CC=C1)OC1CCOCC1)=O (S)-4-morpholino-6-(2-(3-((tetrahydro-2H-pyran-4-yl)oxy)benzyl)pyrrolidin-1-yl)pyridin-2(1H)-one